5-oxo-5,6,7,8-tetrahydroquinoline-2-carboxylic acid ethyl ester C(C)OC(=O)C1=NC=2CCCC(C2C=C1)=O